C(C)(C)(C)OC(=O)N[C@H](COC=1C(=C(C=CC1)C#CCCC(=O)OC)F)CCC(N)=O methyl 5-[3-[(2S)-2-[(tert-butoxycarbonyl)amino]-4-carbamoylbutoxy]-2-fluorophenyl]pent-4-ynoate